tert-Butyl 2-methylquinoline-4-carboxylate CC1=NC2=CC=CC=C2C(=C1)C(=O)OC(C)(C)C